N-vinylisoOxazole C(=C)N1OC=CC1